[Cl-].C(=O)(O)CCCCC(C(C)O)[NH3+] [5-carboxy-1-(1-hydroxyethyl)pentyl]ammonium chloride